C(C)(=O)O.C(C)C1OCCOC1 ethyl-1,4-dioxane acetate